N1=C(C=NC=C1)NC(C(=O)N)=O N'-(pyrazin-2-yl)oxalamide